3-Pyridyl-N,2-dimethylpropanamide N1=CC(=CC=C1)C(C(=O)NC)(C)C